CC=1C=C2C(C=C(OC2=C(C1)C(C)NC1=C(C(=O)OC(C)(C)C)C=CC=C1)C1=CC=C2C(=N1)NC(=C2)C)=O tert-Butyl 2-[1-[6-methyl-2-(2-methyl-1H-pyrrolo[2,3-b]pyridin-6-yl)-4-oxo-chromen-8-yl]ethylamino]benzoate